2-((1S,6S)-6-aminocyclohex-3-en-1-yl)-3,5-dichloro-N-(thiophen-2-ylmethyl)thieno[3,2-b]pyridin-7-amine formate C(=O)O.N[C@H]1CC=CC[C@@H]1C1=C(C2=NC(=CC(=C2S1)NCC=1SC=CC1)Cl)Cl